OC=1C=CC2=C(C=C(O2)C(=O)C=2NC3=CC=C(C=C3C2)NC(OC(C)(C)C)=O)C1 tert-Butyl (2-(5-hydroxybenzofuran-2-carbonyl)-1H-indol-5-yl)carbamate